NC1=C(C=C(C(=O)OCC)C=C1C=1N=CN(C1)C)C#CC1=CC=C(C=C1)Cl ethyl 4-amino-3-((4-chlorophenyl)ethynyl)-5-(1-methyl-1H-imidazol-4-yl)benzoate